CN(C=1C(=CC2=C(C(=CC(O2)=O)C(F)(F)F)C1)OCC1=CC=C(C=C1)Br)C 6-dimethylamino-7-((4-bromobenzyl)oxy)-4-trifluoromethyl-2H-1-benzopyran-2-one